C(C)[C@@]12NC(N([C@@H]3CCOC=4C=CC(C(N[C@H]5CC(OC6=C5C=C(CCCCCC1)C=C6)(C)C)=O)=CC34)C(C2)=O)=N (1R,5R,19S)-5-ethyl-3-imino-17,17-dimethyl-16,26-dioxa-2,4,20-triazahexacyclo[20.6.2.22,5.212,15.014,19.025,29]tetratriaconta-12,14,22(30),23,25(29),31-hexaene-21,34-dione